Cl.NCCOC1=NC=C(C=C1NC(=O)NC=1C=NC=2N(C1[C@H](C)OC)N=C(C2)Cl)C(F)(F)F (S)-1-(2-(2-aminoethoxy)-5-(trifluoromethyl)pyridine-3-yl)-3-(2-chloro-7-(1-methoxyethyl)pyrazolo[1,5-a]pyrimidin-6-yl)urea hydrochloride